C(#N)C1=CC=2N(N=C1)C(=CC2)C2=CC(=C(C=N2)C2=NN=C(S2)N2C[C@H]1CC[C@@H](C2)C1NC(C)=O)NC1(COC1)C N-((1R,5S,8s)-3-(5-(6-(3-cyanopyrrolo[1,2-b]pyridazin-7-yl)-4-((3-methyloxetan-3-yl)amino)pyridin-3-yl)-1,3,4-thiadiazol-2-yl)-3-azabicyclo[3.2.1]octan-8-yl)acetamide